C(C)OC(C=CC(C1=CC2=CC=CC=C2C=C1)=NOC(C)=O)=O 4-(acetoxyimino)-4-(naphthalen-2-yl)but-2-enoic acid ethyl ester